FC1=CC(=C(C=N1)C1=CC=C2C(=N1)NC1=C2C=NC=C1)[3H] 2-[6-fluoro(4-3H)pyridin-3-yl]-9H-pyrrolo[2,3-b:4,5-c']dipyridine